FC1=C(OC=2C=CC(=NC2)C2CC23CCNCC3)C=CC(=C1)F (5-(2,4-difluorophenoxy)pyridin-2-yl)-6-azaspiro[2.5]octane